OCC(C)NC(N)=O (E)-3-(2-hydroxy-1-methyl-ethyl)urea